[Co](C#N)C#N.C(C)N1CN(C=C1)C 1-ethyl-3-methylimidazole cobalt cyanide salt